CC=1N(N=C2C3=C(C(C(C12)=O)=O)C=CC=C3)S(=O)(=O)C3=CC=C(C)C=C3 3-methyl-2-tosyl-2H-benzo[g]indazole-4,5-dione